FC(C(=O)O)(F)F.NCCC1=CC=C2C=CC(N(C2=C1)C)=O 7-(2-Aminoethyl)-1-methylquinolin-2(1H)-one trifluoroacetate